5-[2-(4-Chlorobenzoyl)vinyl]-2-hydroxybenzoic acid methyl ester COC(C1=C(C=CC(=C1)C=CC(C1=CC=C(C=C1)Cl)=O)O)=O